O1CC=CN=CC=CC=CN=C(C=CC=C1)C(=O)O oxa[5,11]diazacyclohexadecine-12-carboxylic acid